C1(CCCC1)N1C(C(=CC2=C1N=C(N=C2)NC2=NC=C(C=C2)N2CCNCC2)OCCOCC)=O 8-Cyclopentyl-6-(2-ethoxy-ethoxy)-2-(5-piperazin-1-yl-pyridin-2-ylamino)-8H-pyrido[2,3-d]pyrimidin-7-one